OC1=CC(=NC=C1C(=O)NCC1=CC=C(C=C1)C(F)(F)F)N1N=CC=C1 4-Hydroxy-6-(1H-pyrazol-1-yl)-N-(4-(trifluoromethyl)benzyl)nicotinamide